1-Boc-4-(2-hydroxyethyl)piperidine tert-butyl-N-(2-{[1-(3,6-dichloro-5-methylpyridazin-4-yl)-3-hydroxypropan-2-yl]oxy}ethyl)-N-methylcarbamate C(C)(C)(C)OC(N(C)CCOC(CC1=C(N=NC(=C1C)Cl)Cl)CO)=O.C(=O)(OC(C)(C)C)N1CCC(CC1)CCO